C(C)(C)(C)OC(=O)OC(=O)OC(C)(C)C.CC(=CC)C1=C(C2=CC=CC=C2C(=C1)Cl)C1=C(C=CC=C1)P(C1=CC=CC=C1)C1=CC=CC=C1 (2-(2-(but-2-en-2-yl)-4-chloronaphthalen-1-yl)phenyl)diphenylphosphine Di-tert-butyl-dicarbonat